O=C(CCNCC(C)OC1=C(C(NN=C1)=O)C(F)(F)F)N1CCN(CC1)C1=NC=C(C=N1)C(F)(F)F 5-((1-((3-Oxo-3-(4-(5-(trifluoromethyl)pyrimidin-2-yl)piperazin-1-yl)propyl)amino)propan-2-yl)oxy)-4-(trifluoromethyl)pyridazin-3(2H)-one